C(C1=CC=CC=C1)OC[C@H]1CN(C[C@H](O1)C)C(=O)OC(C)(C)C tert-butyl (2R,6R)-2-(benzyloxymethyl)-6-methyl-morpholine-4-carboxylate